NC1=C(C=C(C=N1)NC(C(N1[C@H](CC[C@@H](C1)C)C=1C=CC2=C(N=C(S2)C2CC3CC(CC(C2)N3C)(F)F)C1)=O)=O)CC N-(6-amino-5-ethyl-3-pyridyl)-2-oxo-2-[(2R,5S)-2-[2-(7,7-difluoro-9-methyl-9-azabicyclo[3.3.1]nonan-3-yl)-1,3-benzothiazol-5-yl]-5-methyl-1-piperidyl]acetamide